FC1(C(N([C@H](C1)\C=C\C([C@H](CC#CCC)C)O)CCCCCCC(=O)OC)=O)F Methyl 7-((5R)-3,3-difluoro-5-((4S,E)-3-hydroxy-4-methylnon-1-en-6-yn-1-yl)-2-oxopyrrolidin-1-yl)heptanoate